ClC=1C=CC(=C(C1)O)C=1N=NC(=C2C1C=NC=C2)N[C@H]2CN(CCC2)C (R)-5-chloro-2-(1-((1-methylpiperidin-3-yl)amino)pyrido[3,4-d]pyridazin-4-yl)phenol